(R)-N-(2,5-dichloro-4-(9-(1-fluoro-2-methylpropan-2-yl)-3,9-diazaspiro[5.5]undecan-3-yl)phenyl)-6-(3-(2,3-difluorophenyl)isoxazolidin-2-yl)pyrimidin-4-amine ClC1=C(C=C(C(=C1)N1CCC2(CC1)CCN(CC2)C(CF)(C)C)Cl)NC2=NC=NC(=C2)N2OCC[C@@H]2C2=C(C(=CC=C2)F)F